N,N'-bis(2-pyridinylmethyl)-N'-(1,2,3,4-tetrahydro-1-naphthalenyl)-1,4-benzenedimethanamine N1=C(C=CC=C1)CNCC1=CC=C(C=C1)CN(C1CCCC2=CC=CC=C12)CC1=NC=CC=C1